COC1=CC=C(C(=O)O)C=C1.C1=C2C=3C(=NC2=CC=C1)C=C(C=CC3)C(=O)N cyclohepta[7,6-b]indole-7-carboxamide 4-methoxybenzoate